[3-[4-(4-Chloro-2-methylsulfonyl-phenyl)phenyl]azetidin-1-yl]-[(3R)-3-(hydroxymethyl)pyrrolidin-1-yl]methanone ClC1=CC(=C(C=C1)C1=CC=C(C=C1)C1CN(C1)C(=O)N1C[C@@H](CC1)CO)S(=O)(=O)C